allyl-L-histidinate C(C=C)N[C@@H](CC1=CNC=N1)C(=O)[O-]